BrC=1C=CC(=NC1)OCC1(CC1)CF 5-bromo-2-(1-fluoromethyl-cyclopropylmethoxy)-pyridine